6-bromo-2-(methylsulfanyl)-8-phenyl-5-[2-(triisopropylsilyl)ethynyl]pyrido[2,3-d]pyrimidin-7-one BrC1=C(C2=C(N=C(N=C2)SC)N(C1=O)C1=CC=CC=C1)C#C[Si](C(C)C)(C(C)C)C(C)C